9-bromo-1,3,4,5-tetrahydro-2H-benzo[d]azepine-2-One BrC1=CC=CC2=C1CC(NCC2)=O